C(C)N(C1CCCCC1)[SiH3] N-ethylcyclohexylaminosilane